iminostyrene N=C=CC1=CC=CC=C1